3-[(1r,4r)-4-(3-Chloroanilino)-4-(methoxycarbonyl)spiro[cyclohexane-1,1'-indene]-2'-yl]azetidine-1-carboxylic acid tert-butyl ester C(C)(C)(C)OC(=O)N1CC(C1)C=1C2(C3=CC=CC=C3C1)CCC(CC2)(C(=O)OC)NC2=CC(=CC=C2)Cl